N(=[N+]=[N-])[C@@H]1C[C@@H]([C@H](OC1O)[C@H](C)N(C(OCC1=CC=CC=C1)=O)CC1=CC=CC=C1)OCC1=CC=CC=C1 benzyl ((1S)-1-((2R,3S,5R)-5-azido-3-(benzyloxy)-6-hydroxytetrahydro-2H-pyran-2-yl)ethyl)(benzyl)carbamate